3-(3-(4-(3-methoxyphenoxy)phenoxy)azetidin-1-yl)-2-(1H-pyrrol-1-yl)benzoic acid COC=1C=C(OC2=CC=C(OC3CN(C3)C=3C(=C(C(=O)O)C=CC3)N3C=CC=C3)C=C2)C=CC1